OC1=C(C=CC(=C1)C(F)(F)F)C=1C2=C(C(=NN1)N[C@H]1CN(CCC1)C(=O)OC(C)(C)C)COC2 tert-butyl (R)-3-((4-(2-hydroxy-4-(trifluoromethyl)phenyl)-5,7-dihydrofuro[3,4-d]pyridazin-1-yl)amino)piperidine-1-carboxylate